1-((s)-2-amino-3,3-dimethylbutanoyl)-4-(5-azidopentanamido)-N-((s)-1-(4-(4-methylthiazol-5-yl)phenyl)ethyl)pyrrolidine-2-carboxamide N[C@H](C(=O)N1C(CC(C1)NC(CCCCN=[N+]=[N-])=O)C(=O)N[C@@H](C)C1=CC=C(C=C1)C1=C(N=CS1)C)C(C)(C)C